4-chlorobenzaldehyde semicarbazone ClC1=CC=C(C=NNC(=O)N)C=C1